O1CC(C1)COC1=NC(=CC(=N1)N1CCOCC1)N1N=C(C=C1)C=1C=C(C=CC1)C 4-(2-(oxetan-3-ylmethoxy)-6-(3-(m-tolyl)-1H-pyrazol-1-yl)pyrimidin-4-yl)morpholine